trifluoromethyl-Benzylamide FC(F)(F)[N-]CC1=CC=CC=C1